(6R)-3-fluoro-2-(piperazin-1-yl)-5,6,7,8-tetrahydroquinolin FC=1C(=NC=2CCCCC2C1)N1CCNCC1